1-(3-methoxy-4-nitro-phenyl)imidazole COC=1C=C(C=CC1[N+](=O)[O-])N1C=NC=C1